3-(diethylamino)-phenol C(C)N(C=1C=C(C=CC1)O)CC